ONC(N(C)CC(=O)OCC)=N ethyl (N'-hydroxy-N-methylcarbamimidamido)acetate